C1(=CC=CC=C1)S(=O)(=O)[O-].C1(=CC=CC=C1)S(=O)(=O)[O-].[Zn+2].C(C=C)(=O)N[C@@H]1[C@@H](COC1)NC1=NC=C2C=C(N=C(C2=C1)NC(=O)C1CC1)C1=C(C(=CC(=C1Cl)OC)OC)Cl N-(7-(((3S,4R)-4-acrylamidotetrahydro-furan-3-yl)amino)-3-(2,6-dichloro-3,5-dimethoxyphenyl)-2,6-naphthyridin-1-yl)cyclopropanecarboxamide zinc bis(benzenesulfonate)